FC(C=1C(=CC(=NC1)OC)O)F 5-(difluoromethyl)-4-hydroxy-2-methoxypyridine